3-(5-(1-(4-(isopropylthio)benzyl)piperidin-4-yl)-1-oxoisoindolin-2-yl)piperidine-2,6-dione C(C)(C)SC1=CC=C(CN2CCC(CC2)C=2C=C3CN(C(C3=CC2)=O)C2C(NC(CC2)=O)=O)C=C1